tert-butyl 4-[4-(4-piperidyloxy)cyclohexoxy]piperidine-1-carboxylate N1CCC(CC1)OC1CCC(CC1)OC1CCN(CC1)C(=O)OC(C)(C)C